aluminum bis(ethylacetate) C(C)CC(=O)[O-].C(C)CC(=O)[O-].[Al+2]